Cl.OC(C(=O)N)CCN1C(CCC1)=O 2-hydroxy-4-(2-oxopyrrolidin-1-yl)butanamide hydrochloride